Tert-butyl 7-(2-bromo-5-oxo-5H-[1,3,4]thiadiazolo[3,2-a]pyrimidin-7-yl)-4,7-diazaspiro[2.5]octane-4-carboxylate BrC1=NN2C(=NC(=CC2=O)N2CCN(C3(CC3)C2)C(=O)OC(C)(C)C)S1